(E)-3-(1-tetrahydropyran-2-ylpyrazol-3-yl)prop-2-enoic acid methyl ester COC(\C=C\C1=NN(C=C1)C1OCCCC1)=O